6-{4-[(1-{[3-fluoro-4-(propan-2-yl)phenyl]carbamoyl}-D-prolyl)amino]phenyl}pyridine-3-carboxylic acid FC=1C=C(C=CC1C(C)C)NC(=O)N1[C@H](CCC1)C(=O)NC1=CC=C(C=C1)C1=CC=C(C=N1)C(=O)O